2-(4-((4-(3-ethyl-4-(trifluoromethyl)benzyl)piperazin-1-yl)methyl)-2,6-dimethylphenoxy)-2-methylpropanoic acid C(C)C=1C=C(CN2CCN(CC2)CC2=CC(=C(OC(C(=O)O)(C)C)C(=C2)C)C)C=CC1C(F)(F)F